4-Acetyl-3-Hydroxyaniline C(C)(=O)C1=C(C=C(N)C=C1)O